BrC=1C(=CC=2N(C1)N=CN2)C 6-bromo-7-methyl-[1,2,4]triazolo[1,5-a]pyridine